BrC1=NC=C(C(=C1)C#N)F 2-bromo-5-fluoro-pyridine-4-carbonitrile